C(C)OC=1C=C(C=C(C1)F)[C@@H]([C@H](C)O)NC(C)=O N-((1S,2S)-1-(3-ethoxy-5-fluorophenyl)-2-hydroxypropyl)acetamide